2-[bis(3-chloro-4-fluorophenyl)methyl]-5-iodo-4-{[(4-methoxyphenyl)methyl]sulfanyl}-1H-imidazole ClC=1C=C(C=CC1F)C(C=1NC(=C(N1)SCC1=CC=C(C=C1)OC)I)C1=CC(=C(C=C1)F)Cl